1H,4H,5H-imidazo[2,1-b]Purin-4-one N1C=2N3C(NC(C2N=C1)=O)=NC=C3